CC1(CC[C@@H](CN1)NC1=NC=C(C(=N1)C1=CNC(=C1)C1=CC=CC=C1)C(F)(F)F)C N-[(3S)-6,6-dimethylpiperidin-3-yl]-4-(5-phenyl-1H-pyrrol-3-yl)-5-(trifluoromethyl)pyrimidin-2-amine